(S)-2-(1-acryloylpyrrolidin-2-yl)-1-(methylamino)-4-(4-((4-methyl-pyridin-2-yl)carbamoyl)phenyl)-1H-imidazole-5-carboxamide C(C=C)(=O)N1[C@@H](CCC1)C=1N(C(=C(N1)C1=CC=C(C=C1)C(NC1=NC=CC(=C1)C)=O)C(=O)N)NC